ClC1=CC=C(C=C1)C=1C(=CC=CC1)C(=O)N1CCC(CC1)SC=1C=C2CN(C(C2=CC1)=O)C1C(NC(CC1)=O)=O 3-(5-((1-(4'-chloro-[1,1'-biphenyl]-2-carbonyl)piperidin-4-yl)thio)-1-oxoisoindolin-2-yl)piperidine-2,6-dione